C1(=CC=CC=C1)NC(=N)NC1=CC=CC=C1 1,3-Diphenylguanidine